D-p-hydroxyphenylhydantoin 8-azaadenosine-5'-triphosphate P(O)(=O)(OP(=O)(O)OP(=O)(O)O)OC[C@@H]1[C@H]([C@H]([C@@H](O1)N1N=NC=2C(N)=NC=NC12)O)O.OC1=CC=C(C=C1)N1C(=O)NC(=O)C1